Cl.ClC1=CC=C(C[C@H]2CO[C@H](CN2C2CCC(CC2)C=2SC(=C(N2)C)C)C(=O)NC=2N=CN(C2)C)C=C1 (2R,5S)-5-(4-chlorobenzyl)-4-(4-(4,5-dimethylthiazol-2-yl)cyclohexyl)-N-(1-methyl-1H-imidazol-4-yl)morpholine-2-carboxamide hydrochloride